N-{3-[(1S)-1-{[6-(3,4-dimethoxyphenyl)pyrazin-2-yl]amino}ethyl]phenyl}-5-methylpyridine-3-carboxamide methyl-3-cyclopropyl-5-(trifluoromethyl)-1,2-benzothiazole-7-carboxylate COC(=O)C1=CC(=CC=2C(=NSC21)C2CC2)C(F)(F)F.COC=2C=C(C=CC2OC)C2=CN=CC(=N2)N[C@@H](C)C=2C=C(C=CC2)NC(=O)C=2C=NC=C(C2)C